2-(3-bromophenyl)ethan-1-amine BrC=1C=C(C=CC1)CCN